FC1=C(C2=C(C=CC=C2C=C1)B1OC(C(O1)(C)C)(C)C)C#C[Si](C(C)C)(C(C)C)C(C)C {[2-fluoro-8-(4,4,5,5-tetramethyl-1,3,2-dioxaborolan-2-yl)naphthalen-1-yl]ethynyl}tri(propan-2-yl)silane